3-[3-(1H-Benzimidazol-2-ylsulfanylmethyl)-4-methoxyphenyl]-1-(2-hydroxy-phenyl)prop-2-en-1-one N1C(=NC2=C1C=CC=C2)SCC=2C=C(C=CC2OC)C=CC(=O)C2=C(C=CC=C2)O